S(OC1=CC(=CC=C1)N(C)C1C(NC(CC1)=O)=O)(=O)(=O)F 3-((2,6-dioxopiperidin-3-yl)(methyl)amino)phenyl sulfurofluoridate